allyl phenyl ether sulfate salt S(=O)(=O)(O)O.C1(=CC=CC=C1)OCC=C